CC(=CC)C=CCC(CCCC(CCCC(C)C)C)C 3,7,11,15-tetramethyl-2,4-hexadecadiene